FC1=C(C(=C(C=2C3=C(C(=C(C(=C3C(C12)(C1=CC=C(C=C1)N)C1=CC=C(C=C1)N)F)F)F)F)F)F)F 1,2,3,4,5,6,7,8-octafluoro-9,9-bis(4-aminophenyl)fluorene